N1=NN(C2=NC=CC=C21)C2=CC(=C(C(=O)N([C@H]1CNCCC1)C1=NC=CC3=C1C=C(S3)C3=CC=C(C=C3)F)C=C2)F (R)-4-(3H-[1,2,3]triazolo[4,5-b]pyridin-3-yl)-2-fluoro-N-(2-(4-fluorophenyl)thieno[3,2-c]pyridin-4-yl)-N-(piperidin-3-yl)benzamide